C(=O)(O)CNCCCC[C@H](N)C(=O)O Nε-(Carboxymethyl)-Lysin